ClC1=C(C=NN1C1CCS(CC1)(=NC)=O)NC1=NC=C(C(=C1)NCCS(=O)(=O)C)C(F)(F)F (1r,4r)-4-(5-chloro-4-((4-((2-(methylsulfonyl)ethyl)amino)-5-(trifluoromethyl)pyridin-2-yl)amino)-1H-pyrazol-1-yl)-1-(methylimino)hexahydro-1λ6-thiopyran 1-oxide